C1NCC12CCC2 2-aza-spiro[3.3]Heptane